6-(5-(6-(4-methylpiperazin-1-yl)pyridin-3-yl)-1H-pyrrolo[2,3-b]pyridin-3-yl)spiro[indene-1,4'-piperidin]-3(2H)-one CN1CCN(CC1)C1=CC=C(C=N1)C=1C=C2C(=NC1)NC=C2C2=CC=C1C(CC3(CCNCC3)C1=C2)=O